F[C@H]1CCC=2C1=NC1=C(C2NC(=O)N=[S@](=O)(N)C2=CN=C(S2)C(C)(C)O)CCC1 |o1:1| (R,S) or (R,R)-N'-((3-fluoro-1,2,3,5,6,7-hexahydrodicyclopenta[b,e]pyridin-8-yl)carbamoyl)-2-(2-hydroxypropan-2-yl)thiazole-5-sulfonimidamide